8-isopropyl-2-phenyl-5-(1-(4-(trifluoromethyl)phenyl)ethyl)-2,5,8-triazaspiro[3.5]nonane-6,9-dione C(C)(C)N1CC(N(C2(CN(C2)C2=CC=CC=C2)C1=O)C(C)C1=CC=C(C=C1)C(F)(F)F)=O